1,4-bis((4-fluorophenyl)sulfonyl)-5-phenyl-1H-pyrazole FC1=CC=C(C=C1)S(=O)(=O)N1N=CC(=C1C1=CC=CC=C1)S(=O)(=O)C1=CC=C(C=C1)F